1,2,4-dithiazolone S1(SCN=C1)=O